COC1CC2C3CCCC3C1C2 6-methoxyhexahydro-4,7-methanoindane